pentakis(ethylmethylamide) tantalum [Ta+5].C(C)[N-]C.C(C)[N-]C.C(C)[N-]C.C(C)[N-]C.C(C)[N-]C